C1(CC1)S(=O)(=O)N1N=CC(=C1)C1=NC=CC(=N1)NC1=NC=C(C(=C1)N1CCC2(CCO2)CC1)C#CC=1C=NC=CC1 2-(1-(cyclopropylsulfonyl)-1H-pyrazol-4-yl)-N-(5-(pyridin-3-ylethynyl)-4-(1-oxa-7-azaspiro[3.5]non-7-yl)pyridin-2-yl)pyrimidin-4-amine